C1(CCCCC1)N1C(=CC=2C1=C1C(=NC2)NC=C1)C1=NC=C(C=C1)C1CC1 1-cyclohexyl-2-(5-cyclopropylpyridin-2-yl)-1,6-dihydrodipyrrolo[2,3-b:2',3'-d]pyridine